1,3-dibromo-5-chloro-2-fluorobenzene BrC1=C(C(=CC(=C1)Cl)Br)F